dilaurylthiodipropionate CCCCCCCCCCCCOC(=O)CCSCCC(=O)OCCCCCCCCCCCC